C(C)(C)(C)OC(=O)N1[C@@H](CCC1=O)C(=O)OC(C)(C)C (2S)-5-Oxopyrrolidine-1,2-dicarboxylic acid di-tert-butyl ester